C(C1=CC=CC=C1)SC(=O)N(C[C@@H]([C@H](CC(C)C)NC(OC(C)(C)C)=O)O)C[C@H]1C(NCC1)=O tert-butyl ((2S,3S)-1-(((benzylthio)carbonyl)(((S)-2-oxopyrrolidin-3-yl)methyl)amino)-2-hydroxy-5-methylhexan-3-yl)carbamate